O=C\C(\C(=O)OCC)=N/NC1=CC(=C(C(=C1)F)F)F Ethyl (2E)-3-oxo-2-[2-(3,4,5-trifluorophenyl)hydrazinylidene]propanoate